4-(3-bromo-5-fluoro-2-nitrophenoxy)tetrahydro-2H-pyran BrC=1C(=C(OC2CCOCC2)C=C(C1)F)[N+](=O)[O-]